3'-[1,4-phenylenebis(oxy)]bis(1-dodecylpyridinium) dibromide [Br-].[Br-].C1(=CC=C(C=C1)OC1=[N+](C=CC=C1)CCCCCCCCCCCC)OC1=[N+](C=CC=C1)CCCCCCCCCCCC